C(CCCC)OC1CCN(CC1)C(CC=1N=C(SC1)C1=CC=CC=C1)=O 1-[4-(pentyloxy)piperidin-1-yl]-2-(2-phenyl-1,3-thiazol-4-yl)ethan-1-one